(S)-2-(4-aminoisoindolin-2-yl)-2-phenylacetic acid NC1=C2CN(CC2=CC=C1)[C@H](C(=O)O)C1=CC=CC=C1